N-((1r,3r)-3-(2-fluorophenyl)cyclobutyl)-4-(1H-imidazol-1-yl)pyrimidine-2-carboxamide FC1=C(C=CC=C1)C1CC(C1)NC(=O)C1=NC=CC(=N1)N1C=NC=C1